N-hydroxypropyl-(methyl)acrylamide OCCCNC(C(=C)C)=O